CNC1CCNCC1 4-(N-METHYL)AMINOPIPERIDINE